N,N,N',N'-tetraethyl-1,4-phenylenediamine C(C)N(C1=CC=C(C=C1)N(CC)CC)CC